(4-(9-Methyl-3H-pyrazolo[4,3-f]quinolin-7-yl)phenyl)(4-methylpiperazin-1-yl)methanone CC1=CC(=NC2=CC=C3C(=C12)C=NN3)C3=CC=C(C=C3)C(=O)N3CCN(CC3)C